Dimethyl-diethyl-ammonium hydroxide [OH-].C[N+](CC)(CC)C